NC1=C2C(=NC=N1)N(N=C2C2=C(C=C(C=C2)OC2=CC=CC=C2)F)[C@H]2CN(CCC2)C(=O)\C(\C#N)=C\C(C)(N2CCN(CC2)C)C (R,E)-2-(3-(4-amino-3-(2-fluoro-4-phenoxyphenyl)-1H-pyrazolo[3,4-d]pyrimidin-1-yl)piperidine-1-carbonyl)-4-methyl-4-(4-methylpiperazin-1-yl)pent-2-enenitrile